propionic acid 2-ethyl-butylester C(C)C(COC(CC)=O)CC